O1COC2=C1C=CC(=C2)[C@@H](C)NC(CN(C)CC=2SC(=CC2)Br)=O (R)-N-(1-(benzo[d][1,3]dioxol-5-yl)ethyl)-2-(((5-bromothiophen-2-yl)methyl)(methyl)amino)acetamide